C(#N)C(=C1CCN(CC1)C(=O)OC(C)(C)C)C1=NC=C(C=C1)F tert-butyl 4-[cyano(5-fluoropyridin-2-yl)methylene]piperidine-1-carboxylate